(2S)-2-[[(2S)-6,8-difluoro-1,2,3,4-tetrahydronaphthalen-2-yl]amino]-N-[1-[1-(2,2-dimethylpropylamino)-2-methylpropan-2-yl]imidazol-4-yl]pentanamide FC=1C=C2CC[C@@H](CC2=C(C1)F)N[C@H](C(=O)NC=1N=CN(C1)C(CNCC(C)(C)C)(C)C)CCC